6-bromo-1-methyl-1H-indole-2-carboxylic acid methyl ester COC(=O)C=1N(C2=CC(=CC=C2C1)Br)C